3-[(3S)-2-oxopyrrolidin-3-yl]propanamide O=C1NCC[C@@H]1CCC(=O)N